2-(1-acetyl-1,2,3,6-tetrahydropyridin-4-yl)-N-(2-methyl-5-(2-(piperidin-1-yl)acetamido)pyridin-3-yl)-1H-pyrrolo[2,3-b]pyridine-5-carboxamide C(C)(=O)N1CCC(=CC1)C1=CC=2C(=NC=C(C2)C(=O)NC=2C(=NC=C(C2)NC(CN2CCCCC2)=O)C)N1